BrC=1C(=CC(N(C1)C(C(=O)OC)CC(C)C)=O)C(F)(F)F methyl (5-bromo-2-oxo-4-(trifluoromethyl)pyridin-1(2H)-yl)-4-methylpentanoate